4-methyl-1,2,4-oxathiazinan-2,2-dioxide CN1CS(OCC1)(=O)=O